Diethyl 2-(7-tosyl-7H-pyrrolo[2,3-d]pyrimidin-4-yl)malonate S(=O)(=O)(C1=CC=C(C)C=C1)N1C=CC2=C1N=CN=C2C(C(=O)OCC)C(=O)OCC